3,3-difluoropiperidine HCl Cl.FC1(CNCCC1)F